p-nitro-N'-p-nitrobenzoyl-benzoyl-hydrazine [N+](=O)([O-])C1=CC=C(C(=O)NNC(C2=CC=C(C=C2)[N+](=O)[O-])=O)C=C1